C(C)(C)(C)C1=CC=C(C=C1)C1=CC=C(C=C1)N 4'-tert-butylbiphenyl-4-amine